FC=1C=C2C(=C(NC2=C(C1)F)C1=NC=C(C=C1)OC)C1=NN=C(O1)NC1C(NCC1)=O 3-({5-[5,7-difluoro-2-(5-methoxypyridin-2-yl)-1H-indol-3-yl]-1,3,4-oxadiazol-2-yl}amino)pyrrolidin-2-one